ethyl α-cyanoacetate C(#N)CC(=O)OCC